ClC1=C(C=C(C=O)C=C1)OCF 4-chloro-3-(fluoromethoxy)benzaldehyde